icosanthiol C(CCCCCCCCCCCCCCCCCCC)S